(S)-N1-(1-(2-(bicyclo[2.1.1]hexan-1-ylamino)-2-oxoethyl)-2-oxo-1,2-dihydropyridin-3-yl)-N6-methyl-5-oxo-2-(1,2,3,4-tetrahydroquinoline-6-carboxamido)hexanediamide C12(CCC(C1)C2)NC(CN2C(C(=CC=C2)NC([C@H](CCC(C(=O)NC)=O)NC(=O)C=2C=C1CCCNC1=CC2)=O)=O)=O